6-methyl-2-[6-(trifluoromethyl)pyridin-2-yl]-2,8-diazaspiro[4.5]decan-1-one hydrochloride Cl.CC1C2(CCN(C2=O)C2=NC(=CC=C2)C(F)(F)F)CCNC1